BrC1=CN=C2C=C(C(NC2=C1)=O)C 7-bromo-3-methyl-1H-1,5-naphthyridin-2-one